(1s,1'R,4S)-4-(6-((2,3-dichloropyridin-4-yl)thio)pyridin-3-yl)-1',3'-dihydrospiro[cyclohexane-1,2'-inden]-1'-amine ClC1=NC=CC(=C1Cl)SC1=CC=C(C=N1)C1CCC2([C@H](C3=CC=CC=C3C2)N)CC1